7-thiocyano-3,4-dihydroquinoxaline-2(1H)-one S(C#N)C1=CC=C2NCC(NC2=C1)=O